FC1=CC=C(C=C1)N1C(N([C@H](C1)C#N)C1=CN=CC2=CC=CC=C12)=O (R)-1-(4-fluorophenyl)-3-(isoquinolin-4-yl)-2-oxoimidazoline-4-carbonitrile